ClC1=C(C=C(C=N1)C1CC(N(CC1)C12CC(C1)(C2)C2=CC=NC=C2)=O)F 4-(6-chloro-5-fluoropyridin-3-yl)-1-(3-(pyridin-4-yl)bicyclo[1.1.1]pentan-1-yl)piperidin-2-one